4-(3-benzoimidazol-1-yl-benzyl)-piperidine-1-carboxylic acid (2-phenyl-cyclopropyl)-amide C1(=CC=CC=C1)C1C(C1)NC(=O)N1CCC(CC1)CC1=CC(=CC=C1)N1C=NC2=C1C=CC=C2